methyl 4-(3-(3-(2-hydroxypropan-2-yl)phenylsulfonyl) ureido)-3,5-diisopropylbenzoate OC(C)(C)C=1C=C(C=CC1)S(=O)(=O)NC(NC1=C(C=C(C(=O)OC)C=C1C(C)C)C(C)C)=O